OCCCCCCC1C(CCCCCCCC(=O)OC)O1 methyl 9,10-epoxy-16-hydroxyhexadecanoate